6-(endo-3-amino-3-methyl-8-azabicyclo[3.2.1]octan-8-yl)-3-(3,4-dichloro-2-methyl-2H-indazol-5-yl)-5-methyl-1,5-dihydro-4H-pyrazolo[3,4-d]pyrimidin-4-one NC1(CC2CCC(C1)N2C=2N(C(C1=C(N2)NN=C1C1=C(C2=C(N(N=C2C=C1)C)Cl)Cl)=O)C)C